3-(1,4-dimethyl-1H-benzo[d][1,2,3]triazol-5-yl)-3-(3-(((R)-6-ethyl-2-methyl-2,6,7,9-tetrahydro-8H-[1,4]oxazepino[7,6-f]indazol-8-yl)methyl)-4-methylphenyl)-2,2-dimethylpropionic acid CN1N=NC2=C1C=CC(=C2C)C(C(C(=O)O)(C)C)C2=CC(=C(C=C2)C)CN2C[C@H](OC1=CC3=CN(N=C3C=C1C2)C)CC